OC1=C(C=CC=C1)C1=CC2=C(N=N1)SC(=C2C)C2CCN(CC2)C2=NC=C(C=N2)C2CCN(CC2)C2=NOC(=C2)C(C(=O)OC)C(C)C methyl 2-{3-[4-(2-{4-[3-(2-hydroxyphenyl)-5-methylthieno[2,3-c]pyridazin-6-yl]piperidin-1-yl}pyrimidin-5-yl)piperidin-1-yl]-1,2-oxazol-5-yl}-3-methylbutanoate